(S)-tert-butyl 8-(((S)-2,6-dioxopiperidin-3-yl)carbamoyl)-1,2,4a,5-tetrahydropyrazino[1,2-d]pyrido[2,3-b][1,4]oxazine-3(4H)-carboxylate O=C1NC(CC[C@@H]1NC(=O)C=1C=CC2=C(OC[C@H]3N2CCN(C3)C(=O)OC(C)(C)C)N1)=O